1,2-bishexadecanoyl-sn-glycero-3-phosphoethanolamine C(CCCCCCCCCCCCCCC)(=O)OC[C@@H](OC(CCCCCCCCCCCCCCC)=O)COP(=O)(O)OCCN